4-(2-acryloyl-2,7-diazaspiro[3.5]nonan-7-yl)-1-(2-isopropyl-4-methylpyridin-3-yl)-7-(2-methoxyphenyl)-2-oxo-1,2-dihydropyrido[2,3-d]pyrimidine-6-carbonitrile C(C=C)(=O)N1CC2(C1)CCN(CC2)C=2C1=C(N(C(N2)=O)C=2C(=NC=CC2C)C(C)C)N=C(C(=C1)C#N)C1=C(C=CC=C1)OC